C(CCC)C1(CS(C2=C(N(C1)C1=CC=CC=C1)C=C(C(=C2)CSC(C(=O)OC)(C)C)OC)(=O)=O)C Methyl 2-(((3-butyl-7-methoxy-3-methyl-1,1-dioxido-5-phenyl-2,3,4,5-tetrahydro-1,5-benzothiazepin-8-yl)methyl)thio)-2-methylpropanoate